C(CCCCCCCCCCCC)OC(CCS)=O 3-mercaptopropionic acid tridecyl ester